2-bromo-5-(benzylmethoxy)-benzoic acid BrC1=C(C(=O)O)C=C(C=C1)OCCC1=CC=CC=C1